1,3-dichlorobutene CC(/C=C/Cl)Cl